trimethylphosphate-acetic acid C(C)(=O)O.COP(=O)(OC)OC